Cl.FC(O[C@@H]1CNCC1)F (S)-3-(difluoromethoxy)pyrrolidine hydrochloride